1-(2-chlorophenyl)-2,4-dioxo-7-(trifluoromethyl)-1,2,3,4-tetrahydroquinazoline-6-carbaldehyde ClC1=C(C=CC=C1)N1C(NC(C2=CC(=C(C=C12)C(F)(F)F)C=O)=O)=O